ClC1=CC=C(C=C1)NC1=C(N=C2N1C=C(N=C2)N2CCOCC2)C=2C=CC=1N(C2)C(=NN1)C N-(4-chlorophenyl)-2-(3-methyl-[1,2,4]triazolo[4,3-a]pyridin-6-yl)-6-morpholinoimidazo[1,2-a]pyrazin-3-amine